(5-((4-cyano-5-methoxypyridin-2-yl)ethynyl)-8-(methylamino)-2,7-naphthyridin-3-yl)cyclopropanecarboxamide C(#N)C1=CC(=NC=C1OC)C#CC1=C2C=C(N=CC2=C(N=C1)NC)C1(CC1)C(=O)N